1,3-dimethyl-2-(4-nitrophenoxy)benzene CC1=C(C(=CC=C1)C)OC1=CC=C(C=C1)[N+](=O)[O-]